tert-butyl 8-methyl-4-[8-methyl-2-[[1-(1-methyl-4-piperidyl)pyrazol-4-yl]amino]-7-oxo-pyrido[2,3-d]pyrimidin-6-yl]-2,3-dihydroquinoxaline-1-carboxylate CC=1C=CC=C2N(CCN(C12)C(=O)OC(C)(C)C)C1=CC2=C(N=C(N=C2)NC=2C=NN(C2)C2CCN(CC2)C)N(C1=O)C